Trans-dimethylsilanediyl-[2-methyl-4-(3,5-di-tert-butylphenyl)-5-methoxy-6-tert-butyl-inden-1-yl][2-methyl-4-(3,5-dimethylphenyl)-5,6,7-trihydro-s-indacen-1-yl]zirconium dichloride [Cl-].[Cl-].C[Si](=[Zr+2](C1=C(C=C2C(C=3CCCC3C=C12)C1=CC(=CC(=C1)C)C)C)C1C(=CC2=C(C(=C(C=C12)C(C)(C)C)OC)C1=CC(=CC(=C1)C(C)(C)C)C(C)(C)C)C)C